Cl(=O)(=O)(=O)[O-].CC1(C(N(C2=CC=CC=C12)C1=CC=CC=C1)=CC=C1C(=C(CCC1)C=CC1=[N+](C2=CC=CC=C2C1(C)C)C1=CC=CC=C1)C1=CC=CC=C1)C 2-[2-[3-[(1,3-dihydro-3,3-dimethyl-1-phenyl-2H-indol-2-ylidene)ethylidene]-2-phenyl-1-cyclohexen-1-yl]ethenyl]-3,3-dimethyl-1-phenylindolium perchlorate